NC=1NC(C=2N(C(N(C2N1)[C@@H]1O[C@@H]([C@H]([C@H]1O)F)CO)=O)CC=1SC=CC1C(=O)O)=O ((2-amino-9-((2R,3S,4S,5R)-4-fluoro-3-hydroxy-5-(hydroxymethyl)tetrahydrofuran-2-yl)-6,8-dioxo-1,6,8,9-tetrahydro-7H-purin-7-yl)methyl)thiophene-3-carboxylic acid